N-[(5-methylpyrazin-2-yl)methyl]azetidine-3-carboxamide CC=1N=CC(=NC1)CNC(=O)C1CNC1